C(C)(=O)C=1C=C(C=CC1)NC(NC=1C(=C2C(N(C=NC2=CC1)CCOC)=O)C1CCN(CC1)C(=O)OC(C)(C)C)=O tert-butyl 4-(6-(3-(3-acetylphenyl)ureido)-3-(2-methoxyethyl)-4-oxo-3,4-dihydroquinazolin-5-yl)piperidine-1-carboxylate